(prop-2-yn-1-yl-oxy)pyridine C(C#C)OC1=NC=CC=C1